C(C)SC=1NC(/C(/N1)=C/C1=CC2=CN(N=C2C=C1)C)=O (4Z)-2-ethylsulfanyl-4-[(2-methylindazol-5-yl)methylene]-1H-imidazol-5-one